4-triethoxysilylbutyldisulfide C(C)O[Si](CCCCSSCCCC[Si](OCC)(OCC)OCC)(OCC)OCC